CNC1=NC2=CC(=CC=C2C=N1)C=1C=C(C=CC1)NC(C=C)=O N-{3-[2-(methylamino)quinazolin-7-yl]phenyl}prop-2-enamide